3-(1-cyanocyclopropyl)benzamide C(#N)C1(CC1)C=1C=C(C(=O)N)C=CC1